The molecule is a docosanoid that is (7R,17S)-dihydroxy-(4Z,9,11,13Z,15E,19Z)-docosahexaenoic acid in which a cysteinylglycinyl group is attached at position 8S via a sulfide linkage. An intermediate of specialised proresolving mediators. It has a role as a specialised pro-resolving mediator and a human xenobiotic metabolite. It is a dicarboxylic acid, a dipeptide, a docosanoid, an organic sulfide and a secondary allylic alcohol. It is a conjugate acid of an (8S)-glycinylcystein-S-yl-(7R,17S)-dihydroxy-(4Z,9,11,13Z,15E,19Z)-docosahexaenoate(1-). CC/C=C\\C[C@@H](/C=C/C=C\\C=CC=C[C@@H]([C@@H](C/C=C\\CCC(=O)O)O)SC[C@@H](C(=O)NCC(=O)O)N)O